2-{5'-chloro-3'-fluoro-[(5-ethylpyridine-3-sulfonyl)amino]-3'-fluoro-[1,1'-biphenyl]-4-yl}propionic acid ClC1=CC(CC(=C1)C1=C(C=C(C=C1)C(C(=O)O)C)NS(=O)(=O)C=1C=NC=C(C1)CC)(F)F